4-{[4-(5-{6-[2-cyano-6-fluoro-3-({[(3R)-3-fluoropyrrolidin-1-yl]sulfonyl}amino)phenoxy]-4-oxo-3,4-dihydroquinazolin-3-yl}pyrimidin-2-yl)piperazin-1-yl]methyl}piperidin C(#N)C1=C(OC=2C=C3C(N(C=NC3=CC2)C=2C=NC(=NC2)N2CCN(CC2)CC2CCNCC2)=O)C(=CC=C1NS(=O)(=O)N1C[C@@H](CC1)F)F